N-(2-(5-chloro-2-(cyclopropane-sulfonamido)thiazol-4-yl)propan-2-yl)-5-(6-ethoxypyrazin-2-yl)picolinamide ClC1=C(N=C(S1)NS(=O)(=O)C1CC1)C(C)(C)NC(C1=NC=C(C=C1)C1=NC(=CN=C1)OCC)=O